NC=1C=C(C=C(C1)C(F)(F)F)[C@@H](C)NC1=NC(=NC2=CC(=C(C=C12)OCCOC1(COC1)C)OC)C (R)-N-(1-(3-amino-5-(trifluoromethyl)phenyl)ethyl)-7-methoxy-2-methyl-6-(2-((3-methyloxetan-3-yl)oxy)ethoxy)quinazolin-4-amine